methyl 5-[4-[4-(dimethoxymethyl)-1-piperidyl]phenyl]-6-(4-fluorophenyl)-8,9-dihydro-7H-benzo[7]annulene-2-carboxylate COC(C1CCN(CC1)C1=CC=C(C=C1)C1=C(CCCC2=C1C=CC(=C2)C(=O)OC)C2=CC=C(C=C2)F)OC